OC1=C(C=CC=C1)C=1OC2=C(N1)C=CC=C2 o-hydroxyphenylbenzoxazole